(R)-2-(2-((1-(2-hydroxyethyl)piperidin-3-yl)amino)-[1,2,4]triazolo[1,5-a]pyrimidin-5-yl)-3,5-dimethylphenol OCCN1C[C@@H](CCC1)NC1=NN2C(N=C(C=C2)C2=C(C=C(C=C2C)C)O)=N1